CS(=O)(=O)C1=C(C=CC=C1)C1=NN=NN1 methyl-sulfonyl-phenyltetrazole